C1(=CC=CC=C1)C1=NC2=CC=C(C=C2C=C1)CC(=O)O 2-(2-phenylquinolin-6-yl)acetic acid